NCCCC1(CC1)NC(OC(C)(C)C)=O tert-butyl (1-(3-aminopropyl)cyclopropyl)carbamate